5-(4-((4-((5-(Trifluoromethyl)pyridin-2-yl)amino)piperidin-1-yl)sulfonyl)phenyl)-1H-indole-3-carbonitrile FC(C=1C=CC(=NC1)NC1CCN(CC1)S(=O)(=O)C1=CC=C(C=C1)C=1C=C2C(=CNC2=CC1)C#N)(F)F